α-(trifluoromethylsulfonyloxyimino)-4-methoxyphenylacetonitrile FC(S(=O)(=O)ON=C(C#N)C1=CC=C(C=C1)OC)(F)F